(R)-7-((6-((cyclopropyl(meth-yl)amino)meth-yl)-5-(tetrahydrofuran-3-yl)pyridin-2-yl)amino)-4-(7-fluoro-imidazo[1,2-a]pyridin-3-yl)isoindolin-1-one C1(CC1)N(C)CC1=C(C=CC(=N1)NC=1C=CC(=C2CNC(C12)=O)C1=CN=C2N1C=CC(=C2)F)[C@@H]2COCC2